CNC1=NC(=NC=C1)CN1C(C=C(C=C1)N1N=C(C=2C1=NC=CN2)C2=CC=C(C=C2)C(F)(F)F)=O 1-((4-(methylamino)pyrimidin-2-yl)methyl)-4-(3-(4-(trifluoromethyl)phenyl)-1H-pyrazolo[3,4-b]pyrazin-1-yl)pyridin-2(1H)-one